(1R,2R)-1-hydroxy-2-[(5S)-5H-imidazo[4,3-a]isoindol-5-yl]-8-azaspiro[4.5]decane-8-sulfonamide O[C@@H]1[C@H](CCC12CCN(CC2)S(=O)(=O)N)[C@@H]2N1C(C3=CC=CC=C23)=CN=C1